selenium isoleucine N[C@@H]([C@@H](C)CC)C(=O)O.[Se]